1'-(6-amino-5-fluoropyrimidin-4-yl)-3-(3,5-dichlorophenylamino)-5'-((2-methoxyethoxy)methoxy)-1,3'-bipiperidin-2-one NC1=C(C(=NC=N1)N1CC(CC(C1)OCOCCOC)N1C(C(CCC1)NC1=CC(=CC(=C1)Cl)Cl)=O)F